N[C@@H](CC(=O)N)C1=CC(=CC=C1)Cl (3s)-3-amino-3-(3-chlorophenyl)propanamide